C(C)(C)(C)OC1=NC(=CC(=C1)N1[C@@H](COCC1)C)N1C(CN(CC1)S(=O)(=O)N1CCOCC1)C(F)(F)F (3R)-4-[2-tert-butoxy-6-[4-morpholinosulfonyl-2-(trifluoromethyl)piperazin-1-yl]-4-pyridinyl]-3-methyl-morpholine